O=C[C@H](C[C@H]1C(NCCC1)=O)NC(OC(C)(C)C)=O tert-Butyl ((S)-1-oxo-3-((S)-2-oxopiperidin-3-yl)propan-2-yl)carbamate